2,5-di-tert-butyl-1,4-dicyanobenzene C(C)(C)(C)C1=C(C=C(C(=C1)C#N)C(C)(C)C)C#N